FC1(C(N(CC1O)CC1=CC=C(C=C1)OC)=O)F 3,3-difluoro-4-hydroxy-1-[(4-methoxyphenyl)methyl]Pyrrolidin-2-one